ClC1=NC=NC(=C1)OC1=CC=C(C=C1)C(F)(F)F 4-chloro-6-(4-(trifluoromethyl)phenoxy)pyrimidine